(3-(4-(cis-3-(trifluoromethoxy)cyclobutyl)-1H-imidazol-1-yl)bicyclo[1.1.1]pent-1-yl)carbamic acid tert-butyl ester C(C)(C)(C)OC(NC12CC(C1)(C2)N2C=NC(=C2)[C@@H]2C[C@@H](C2)OC(F)(F)F)=O